tris(tolyl)phosphonium C1(=C(C=CC=C1)[PH+](C1=C(C=CC=C1)C)C1=C(C=CC=C1)C)C